C1(=CC=CC=C1)C(C1=CC=CC=C1)(C1=CC=CC=C1)OC(C1=CC=CC=C1)(C1=CC=CC=C1)C1=CC=CC=C1 trityl (triphenylmethyl) ether